N-phenyl-4-(piperazin-1-yl)benzamide C1(=CC=CC=C1)NC(C1=CC=C(C=C1)N1CCNCC1)=O